C(C)OC(=O)C=1C(=NNC1C)OC1=CC=C(C=C1)C1C#C1 3-(4-(3-Cycloprop-1-ynyl)phenoxy)-5-methyl-1H-pyrazole-4-carboxylic acid ethyl ester